BrC(C(=O)OC)C1=CC(=C(C=C1)Cl)Cl methyl 2-bromo-2-(3,4-dichlorophenyl)acetate